FC(C1=C(C=CC=C1)S(=O)(=O)NC1=CC=C(C=C1)N=CC=1C(=C2C=CC(OC2=CC1)(C)C)O)(F)F 2-(trifluoromethyl)-N-(4-(((5-hydroxy-2,2-dimethyl-2H-chromen-6-yl)methylene)amino)phenyl)benzenesulfonamide